2-(4-(hydroxymethyl)cyclohexyl)propanol OCC1CCC(CC1)C(CO)C